ClC=1C(=C(C=CC1)CNC(=O)C1=C(OC=2N=CN=C(C21)NC2(CC2)C)C)F N-[(3-chloro-2-fluorophenyl)methyl]-6-methyl-4-[(1-methylcyclopropyl)amino]furo[2,3-d]pyrimidine-5-carboxamide